2-((2-fluoro-4-iodophenyl)amino)-6-methoxythieno[2,3-b]pyridine-3-carboxylic acid FC1=C(C=CC(=C1)I)NC1=C(C=2C(=NC(=CC2)OC)S1)C(=O)O